C(=O)(O)C1=CC=CC2=C(C=CC=C12)N 1-Carboxy-5-aminonaphthalene